Racemic-(2S,3S)-1-cyclobutyl-5-oxo-2-(pyridin-3-yl)pyrrolidine-3-carboxylic acid C1(CCC1)N1[C@@H]([C@H](CC1=O)C(=O)O)C=1C=NC=CC1 |r|